(4-allyl-2-hydroxyphenyl) phosphate P(=O)(OC1=C(C=C(C=C1)CC=C)O)([O-])[O-]